methyl 3-pyrroloate N1C=C(C=C1)C(=O)OC